S(N)(=O)(=O)N1CCC2=CC=CC=C12 sulfamoyl-indoline